ClC=1C=C(C=CC1)C1C(C1)C(=O)NC1=NC=NC(=C1)NCC=1N=C2N(C=C(C=C2N2CC(CC2)NC)C2CC2)C1 2-(3-chlorophenyl)-N-(6-(((6-cyclopropyl-8-(3-(methylamino)pyrrolidin-1-yl)imidazo[1,2-a]pyridin-2-yl)methyl)amino)pyrimidin-4-yl)cyclopropane-1-carboxamide